C[Si](O[Si](O[Si](C)(C)C)(O[Si](C)(C)C)O[Si](C)(C)C)(C)C Hexamethyl-3,3-bis[(trimethylsilyl)oxy]-trisiloxane